NC=1C=2N(C3=CC(=C(C=C3N1)F)C(=O)N(C)[C@@H]1COC3=C1C=CC(=C3)C#CC3(CC3)C#N)C=NC2 4-amino-N-[(3S)-6-[2-(1-cyanocyclopropyl)ethynyl]-2,3-dihydrobenzofuran-3-yl]-7-fluoro-N-methyl-imidazo[1,5-a]quinoxaline-8-carboxamide